2-((3,5-dichloro-2-fluoro-4-(2-fluoro-4-hydroxy-3-isopropylbenzyl)phenyl)amino)-N-(pyridazin-3-yl)acetamide ClC=1C(=C(C=C(C1CC1=C(C(=C(C=C1)O)C(C)C)F)Cl)NCC(=O)NC=1N=NC=CC1)F